1-(pyridine-4-yl)-3-((diphenylmethylene)amino)indol-2-one N1=CC=C(C=C1)N1C(C(C2=CC=CC=C12)N=C(C1=CC=CC=C1)C1=CC=CC=C1)=O